OCC=1C=C(C(=O)O)C=C(C1[N+](=O)[O-])CO 3,5-dihydroxymethyl-4-nitrobenzoic acid